5-{4-[(5-chloro-3-ethyl-2,4-dioxo-1H-quinazolin-7-yl)methyl]piperazin-1-yl}-N,6-dimethylpyridine-2-carboxamide ClC1=C2C(N(C(NC2=CC(=C1)CN1CCN(CC1)C=1C=CC(=NC1C)C(=O)NC)=O)CC)=O